(S)-1-(2-(1-(2-chloro-4-phenoxyphenyl)imidazo[1,5-a]pyrazin-3-yl)pyrrolidin-1-yl)but-2-yn-1-one ClC1=C(C=CC(=C1)OC1=CC=CC=C1)C=1N=C(N2C1C=NC=C2)[C@H]2N(CCC2)C(C#CC)=O